C(C)(C)(C)C1=NOC(=C1)C[C@H]1O[C@@H]([C@@H]([C@@H]([C@H]1OC)N1N=NC(=C1)C1=C(C(=C(C#N)C=C1)F)F)O)CO 4-(1-((2R,3R,4S,5R,6R)-2-((3-(tert-butyl)isoxazol-5-yl)methyl)-5-hydroxy-6-(hydroxymethyl)-3-methoxytetrahydro-2H-pyran-4-yl)-1H-1,2,3-triazol-4-yl)-2,3-difluorobenzonitrile